N-methyl-2-(4-(3-(trifluoromethyl)-3H-diazirin-3-yl)phenoxy)ethan-1-amine CNCCOC1=CC=C(C=C1)C1(N=N1)C(F)(F)F